OC(COC=1C=C(C=2N(C1)N=CC2C#N)C=2C=NC(=CC2)N2CC1N(C(C2)C1)C(=O)[C@H]1OCCC1)(C)C 6-(2-hydroxy-2-methylpropoxy)-4-(6-(6-((S)-tetrahydrofuran-2-carbonyl)-3,6-diazabicyclo[3.1.1]heptan-3-yl)pyridin-3-yl)pyrazolo[1,5-a]pyridine-3-carbonitrile